ClC1=NC=CC(=C1)CNC(=O)NC1CC2(C1)CCC2 1-[[2-chloropyridin-4-yl]methyl]-3-spiro[3.3]heptane-2-yl-urea